FC1=CC(=C(C=C1)C=1C2=C(C(NC1C=1C=NNC1)=O)N=CS2)OC 7-(4-fluoro-2-methoxyphenyl)-6-(1H-pyrazol-4-yl)thiazolo[4,5-c]pyridin-4(5H)-one